(7S,10S)-21-fluoro-14-methoxy-12,17-dimethyl-25-thia-4,6,9,12,16,18-hexazapentacyclo[14.6.1.12,5.17,10.019,23]pentacosa-1(22),2,4,17,19(23),20-hexaen-11-one FC1=CC=2N=C(N3CC(CN(C([C@H]4NC[C@@H](NC5=NC=C(C(=C1)C23)S5)C4)=O)C)OC)C